C(C1=CC=CC=C1)N(C1CCCC2OS(OC21)=O)CC2=CC=CC=C2 4-(dibenzylamino)hexahydrobenzo[d][1,3,2]dioxathiole 2-oxide